dimethyl-[2,2'-bipyridine]-4-carboxamide CC=1C(=C(C(=NC1)C1=NC=CC=C1)C)C(=O)N